(tert-Butoxycarbonylamino)-2-hydroxybutyric acid C(C)(C)(C)OC(=O)NC(C(=O)O)(CC)O